1-(2-((6-amino-5-methylpyridin-3-yl)amino)-2-oxoacetyl)-N,5-dimethyl-[2,3'-Bipiperidine]-1'-carboxamide NC1=C(C=C(C=N1)NC(C(=O)N1C(CCC(C1)C)C1CN(CCC1)C(=O)NC)=O)C